1,3-dihydroxy-5-n-pentadecyl-benzene OC1=CC(=CC(=C1)CCCCCCCCCCCCCCC)O